Methyl 2-([1-(2-chlorophenyl)-5-[3-(oxetan-3-yloxy)phenyl]-1H-pyrazol-3-yl]methoxy)-2-methylpropanoate ClC1=C(C=CC=C1)N1N=C(C=C1C1=CC(=CC=C1)OC1COC1)COC(C(=O)OC)(C)C